C(C1=CC=CC=C1)OC(=O)C1CCC2N1C(CCNCC2)=O 6-oxodecahydropyrrolo[1,2-a][1,5]diazocine-8-carboxylic acid benzyl ester